(R)-N-isobutoxy-2-(1-(2-(2-methoxyphenyl)-2-((tetrahydro-2H-pyran-4-yl)oxy)ethyl)-5-methyl-6-(oxazol-2-yl)-2,4-dioxo-1,2-dihydrothieno[2,3-d]pyrimidin-3(4H)-yl)-2-methylpropanamide C(C(C)C)ONC(C(C)(C)N1C(N(C2=C(C1=O)C(=C(S2)C=2OC=CN2)C)C[C@H](OC2CCOCC2)C2=C(C=CC=C2)OC)=O)=O